ONC(C)C1=C(C=CC(=C1)CCCCCCCCC)O 2-[(1Z)-1-(hydroxyamino)ethyl]-4-nonylphenol